(E)-N-(3-(4-methoxyphenyl)allyl)aniline Tert-butyl-N-methyl-N-[4-[[5-tetrahydropyran-4-yl-7-(2-trimethylsilylethoxymethyl)pyrrolo[2,3-d]pyrimidin-4-yl]amino]cyclohexyl]carbamate C(C)(C)(C)OC(N(C1CCC(CC1)NC=1C2=C(N=CN1)N(C=C2C2CCOCC2)COCC[Si](C)(C)C)C)=O.COC2=CC=C(C=C2)/C=C/CNC2=CC=CC=C2